triethylene glycol monophenyl ether C1(=CC=CC=C1)OCCOCCOCCO